CC1=C(CN=C=O)C=CC=C1 o-methylbenzyl isocyanate